FC(F)SC=1N=C2N(N1)C(CC2F)C2=CC=CC=C2 2-(difluoromethylsulfanyl)-7-fluoro-5-phenyl-6,7-dihydro-5H-pyrrolo[1,2-b][1,2,4]triazole